C(C1=CC=CC=C1)N=NC(=O)C1=NOC(=C1)C Benzyldiazenyl(5-methylisoxazol-3-yl)methanone